3-(6-oxo-1-(tetrahydro-2H-pyran-2-yl)-1,6-dihydropyridazin-4-yl)propyl acetate C(C)(=O)OCCCC=1C=NN(C(C1)=O)C1OCCCC1